C(CCC)[P+](CCCCCC)(CCCC)CCCC tributylhexyl-phosphonium